C(C)OC(=O)C(C(C)C)CC[C@@H](C)[C@H]1CC[C@H]2[C@@H]3CC=C4C[C@H](CC[C@]4(C)[C@H]3CC[C@]12C)O (3beta)-3-hydroxy-cholest-5-en-24-carboxylic acid ethyl ester